(R)-(9H-fluoren-9-yl)methyl (1-((3,4-dichlorobenzyl)amino)-3-hydroxy-1-oxopropan-2-yl)carbamate ClC=1C=C(CNC([C@@H](CO)NC(OCC2C3=CC=CC=C3C=3C=CC=CC23)=O)=O)C=CC1Cl